4-((1-methylpiperidin-4-yl)hydroxy)-3-(trifluoromethyl)aniline CN1CCC(CC1)OC1=C(C=C(N)C=C1)C(F)(F)F